5,6-dimethoxy-2-(N-propylamino)indan COC=1C=C2CC(CC2=CC1OC)NCCC